N-(4-((4-(6-chloro-2-methylpyrimidin-4-yl)piperazin-1-yl)sulfonyl)phenyl)-2-(N-methylmethylsulfonamido)benzamide ClC1=CC(=NC(=N1)C)N1CCN(CC1)S(=O)(=O)C1=CC=C(C=C1)NC(C1=C(C=CC=C1)N(S(=O)(=O)C)C)=O